1,4-diisocyano-2,3,5,6-tetramethyl-benzene [N+](#[C-])C1=C(C(=C(C(=C1C)C)[N+]#[C-])C)C